[Cl-].FP(=O)=[NH2+] fluorophosphoryl-ammonium chloride